2-(2-nitro-4-trifluoromethylbenzoyl)-1,3-cyclohexanedione [N+](=O)([O-])C1=C(C(=O)C2C(CCCC2=O)=O)C=CC(=C1)C(F)(F)F